C(C)(C)(C)S(=O)(=O)C=1C(=CC=2N(C1)C(=CN2)C=2C=C(C(=C(C2)C(C)(C)O)OC)F)OC 2-(5-(6-(tert-butylsulfonyl)-7-methoxyimidazo[1,2-a]pyridin-3-yl)-3-fluoro-2-methoxyphenyl)propan-2-ol